ClC(OC1=CC=C(C=C1)NC(=O)C1=CN(C(C=C1)=O)[C@H]1COCC1)(F)F N-[4-[Chloro(difluoro)methoxy]phenyl]-6-oxo-1-[(3R)-tetrahydrofuran-3-yl]pyridine-3-carboxamide